N-octadecenyl-2-(4-tetrahydropyranyloxyphenyl)-3,5,7-tritetrahydropyranyloxyquinolin-4-one C(=CCCCCCCCCCCCCCCCC)N1C(=C(C(C2=C(C=C(C=C12)OC1OCCCC1)OC1OCCCC1)=O)OC1OCCCC1)C1=CC=C(C=C1)OC1OCCCC1